3-acetylindole C(C)(=O)C1=CNC2=CC=CC=C12